tert-butyl 6-(2-cyclopentylthio-5-oxo-7,8-dihydropyrido[4,3-d]pyrimidin-6(5H)-yl)hexanoate C1(CCCC1)SC=1N=CC2=C(N1)CCN(C2=O)CCCCCC(=O)OC(C)(C)C